(1aS,5aS)-2-(5-Chloro-pyridin-2-yl)-1a,2,5,5a-tetrahydro-1H-2,3-diaza-cyclopropa[a]pentalene-4-carboxylic acid (1-hydroxymethyl-cyclopropyl)-amide OCC1(CC1)NC(=O)C=1C=2C[C@H]3[C@@H](C2N(N1)C1=NC=C(C=C1)Cl)C3